tert-Butyl (S)-4-((S)-2-(((benzyloxy)carbonyl)amino)-4-(tert-butoxy)-4-oxobutanamido)-5-oxo-5-((3-(trifluoromethyl)phenyl)amino)pentanoate C(C1=CC=CC=C1)OC(=O)N[C@H](C(=O)N[C@@H](CCC(=O)OC(C)(C)C)C(NC1=CC(=CC=C1)C(F)(F)F)=O)CC(=O)OC(C)(C)C